FC(C(C(C(C(C(C(F)(F)F)(F)F)(F)F)(F)F)(F)F)(F)F)(F)O Perfluoro-1-heptyl alcohol